4-methyl-1-(2-(4-(4,4,5,5-tetramethyl-1,3,2-dioxaborolan-2-yl)phenoxy)ethyl)piperidin-4-ol methyl-2-(4-fluorobenzamido)-3-(oxetan-3-yl)propanoate CC(C(=O)OC1(CCN(CC1)CCOC1=CC=C(C=C1)B1OC(C(O1)(C)C)(C)C)C)(CC1COC1)NC(C1=CC=C(C=C1)F)=O